Tert-butyl-(((9H-fluoren-9-yl)methoxy)carbonyl)glycyl-L-leucine C(C)(C)(C)N(CC(=O)N[C@@H](CC(C)C)C(=O)O)C(=O)OCC1C2=CC=CC=C2C=2C=CC=CC12